7-bromo-3H-thieno[3,2-d]pyrimidin-4-one BrC1=CSC2=C1N=CNC2=O